4-[1-[3-(difluoromethyl)-4-fluoro-phenyl]-4-hydroxy-2-tetrahydropyran-4-yl-indol-3-yl]Benzoic acid FC(C=1C=C(C=CC1F)N1C(=C(C2=C(C=CC=C12)O)C1=CC=C(C(=O)O)C=C1)C1CCOCC1)F